C1=CC(=CC=2OC3=C(C21)C=CC=C3)C3=NC(=C(N=C3C3=CC=C(C=C3)C=3C=NC=CC3)C3=CC=CC=C3)C3=CC=CC=C3 2-(dibenzo[b,d]furan-3-yl)-5,6-diphenyl-3-(4-(pyridin-3-yl)phenyl)pyrazine